C(CCC)N(C(=O)OCC1=C(N=NN1C)C1=CC=C(C(=N1)OC)C#CC1(CC1)CC(=O)O)C 2-(1-((6-(5-(((butyl(methyl)carbamoyl)oxy)methyl)-1-methyl-1H-1,2,3-triazol-4-yl)-2-methoxypyridin-3-yl)ethynyl)cyclopropyl)acetic acid